C(C)(C)(C)OC(N(C1=NC=C(C=C1Cl)C1CC(CC1)OC(N[C@H](CC(F)(F)F)C)=O)C(=O)OC(C)(C)C)=O.C(CCC)C(CCCCCCCCCCCCCCCP)(CCCC)CCCC tributyl-hexadecylphosphine tert-butyl-N-tert-butoxycarbonyl-N-[3-chloro-5-[3-[[(1S)-3,3,3-trifluoro-1-methyl-propyl]carbamoyloxy]cyclopentyl]-2-pyridyl]carbamate